2-methoxy-5-[[2-[5-methyl-2-(6-oxo-5H-1,5-Naphthyridin-2-yl)-1-piperidyl]-2-oxo-acetyl]amino]pyridine-3-carboxamide COC1=NC=C(C=C1C(=O)N)NC(C(=O)N1C(CCC(C1)C)C1=NC=2C=CC(NC2C=C1)=O)=O